C(#N)C1=C(C(=C(C(=C1C1=CC=C(C=C1)N1C2=CC=CC=C2C=2C=C(C=CC12)C#N)C1=CC=C(C=C1)N1C2=CC=CC=C2C=2C=C(C=CC12)C#N)C1=CC=C(C=C1)N1C2=CC=CC=C2C=2C=C(C=CC12)C#N)C=1C(=NC(=CC1)C)C)C1=CC=C(C=C1)N1C2=CC=CC=C2C=2C=C(C=CC12)C#N 9-{4-[4-cyano-4'-(3-cyano-9H-carbazol-9-yl)-5,6-bis[4-(3-cyano-9H-carbazol-9-yl)phenyl]-2-(2,6-dimethylpyridin-3-yl)-[1,1'-biphenyl]-3-yl]phenyl}-9H-carbazole-3-carbonitrile